peroxydistearic acid O(OCCCCCCCCCCCCCCCCCC(=O)O)CCCCCCCCCCCCCCCCCC(=O)O